[Pd].C(C1=CC=CC=C1)=CC(=O)C=CC1=CC=CC=C1.C(C1=CC=CC=C1)=CC(=O)C=CC1=CC=CC=C1.C(C1=CC=CC=C1)=CC(=O)C=CC1=CC=CC=C1 tris(dibenzylideneacetone) palladium (0)